[N+](=[N-])=C(C(=O)OCC)C(=O)OCC diethyl 2-diazomalonate